OCC[N+](C)(C)C.C(=O)N1C=2C(NC(=NC2NC[C@@H]1CNC1=CC=C(C(N[C@@H](CCC(=O)[O-])C(=O)O)=O)C=C1)N)=O 5-Formyl-(6S)-tetrahydrofolic acid monocholine salt